ClC=1C=C2C=CN(C(C2=CN1)=O)CC=1N=C2N(C=C(C=C2)CN(C(OC(C)(C)C)=O)CC2CCC2)C1 tert-butyl N-[[2-[(6-chloro-1-oxo-2,7-naphthyridin-2-yl)methyl]imidazo[1,2-a]pyridin-6-yl]methyl]-N-(cyclobutylmethyl)carbamate